2,4-dimethoxy-amphetamine COC1=C(CC(N)C)C=CC(=C1)OC